N1(CCCC1)C1=CC=C(C=N1)C1=CCN(CC1)C(=O)OC(C)(C)C tert-butyl 4-(6-(pyrrolidin-1-yl)pyridin-3-yl)-5,6-dihydropyridine-1(2H)-carboxylate